CC1=C(C(NC2=NC=CN=C21)=O)C2CCN(CC2)C(=O)OC(C)(C)C tert-butyl 4-(8-methyl-6-oxo-5,6-dihydropyrido[2,3-b]pyrazin-7-yl)piperidine-1-carboxylate